C(C)(C)(C)OC(N[C@H]1[C@H]2SC([C@@H](N2C1=O)C(N(CCN1N=NC(=C1)CO)CCN1N=NC(=C1)CO)=O)(C)C)=O tert-butyl((2S,5R,6R)-2-(bis(2-(4-(hydroxymethyl)-1H-1,2,3-triazol-1-yl)ethyl)-carbamoyl)-3,3-dimethyl-7-oxo-4-thia-1-azabicyclo[3.2.0]heptan-6-yl)carbamate